N-[(1S)-1-[4-(azetidin-3-yl)phenyl]ethyl]thieno[2,3-d]pyrimidin-4-amine N1CC(C1)C1=CC=C(C=C1)[C@H](C)NC=1C2=C(N=CN1)SC=C2